CC=1OC=C(N1)C1(NC(NC1=O)=O)CCC(=O)OC(C)(C)C Tert-butyl 3-(4-(2-methyloxazol-4-yl)-2,5-dioxoimidazolidin-4-yl)propanoate